(Z)-2-(2-hydroxybenzylidene)benzofuran-3(2H)-one OC1=C(\C=C\2/OC3=C(C2=O)C=CC=C3)C=CC=C1